N1(CCCCC1)CCN(CCC(=O)OCCC#C)CCC(=O)OCCC#C di(but-3-yn-1-yl) 3,3'-((2-(piperidin-1-yl)ethyl)azanediyl)dipropionate